NC1=NC=NC=2C3=C(\C(\C(C12)(C)C)=N/OC[C@H](C)O)C=C(C=C3)O[C@@H]3CC[C@H](CC3)N (2S)-1-[(Z)-[4-amino-8-(trans-4-aminocyclohexyloxy)-5,5-dimethyl-benzo[h]quinazolin-6-ylidene]amino]oxypropan-2-ol